C(C)C=1C(=CC2=C(C=3N([C@@H](CO2)C(C)C)C=C(C(C3)=O)C(=O)O)C1)OCCCOC (R)-2-ethyl-7-isopropyl-3-(3-methoxypropoxy)-11-oxo-6,7-dihydro-11H-benzo[f]pyrido[1,2-d][1,4]oxazepine-10-carboxylic acid